IC=1C=C(C[C@H](N)C(=O)O)C=CC1OC1=CC=C(C=C1)O 3-Iodothyronine